C(C1=CC=CC=C1)C=1NC(=CC1C(=O)N)C1=CC(=CC=C1)Br 2-benzyl-5-(3-bromophenyl)-1H-pyrrole-3-carboxamide